(R)-3-(3-chloro-4-fluorophenyl)-1-(1-(1-oxo-1,2-dihydroisoquinolin-4-yl)ethyl)-1-(pyrimidin-5-ylmethyl)urea ClC=1C=C(C=CC1F)NC(N(CC=1C=NC=NC1)[C@H](C)C1=CNC(C2=CC=CC=C12)=O)=O